7-hydroxy-1,5-dimethyl-1-phenyl-1,2,3,4,4a,5-hexahydrodipyrido[1,2-b:2',1'-f][1,2,4]triazine-6,8-dione OC=1C(C=CN2N3C(N(C(C21)=O)C)CCCC3(C3=CC=CC=C3)C)=O